[Mg].[Ti].[Cu] COPPER-TITANIUM-MAGNESIUM